CN1C(CC(=CC1)C1=CC=C(C=C1)[N+](=O)[O-])C 1,2-dimethyl-4-(4-nitrophenyl)-1,2,3,6-tetrahydropyridine